1-(5-(5-fluoro-2-methoxypyridin-4-yl)-1H-pyrazole-3-carbonyl)-N-(1-oxaspiro[3.5]nonan-7-yl)piperidine-4-carboxamide FC=1C(=CC(=NC1)OC)C1=CC(=NN1)C(=O)N1CCC(CC1)C(=O)NC1CCC2(CCO2)CC1